propandione C(C(C)=O)=O